C(CC)OCCCN=C=O propoxypropyl isocyanate